8-(2,2-dimethylpropyl)-2-{[(1S)-1-(4-{[4-(2-methylpropanoyl)piperazin-1-yl]methyl}phenyl)ethyl]amino}-pyrido[2,3-d]pyrimidin-7(8H)-one CC(CN1C(C=CC2=C1N=C(N=C2)N[C@@H](C)C2=CC=C(C=C2)CN2CCN(CC2)C(C(C)C)=O)=O)(C)C